C1=C(C=CC2=CC=CC=C12)N(N)C(CN=CC1=C(C(=C(C(=C1)Br)O)Br)O)=O N-(2-naphthalenyl)-[(3,5-dibromo-2,4-dihydroxyphenyl)methylene]glycine hydrazide